butyl (3S)-3-[({1-cyclopropyl-6-fluoro-7-[(3R)-3-hydroxypyrrolidin-1-yl]-4-oxo-1,4-dihydroquinolin-3-yl}methyl)[(2-methylpyridin-4-yl)methyl]amino]piperidine-1-carboxylate C1(CC1)N1C=C(C(C2=CC(=C(C=C12)N1C[C@@H](CC1)O)F)=O)CN([C@@H]1CN(CCC1)C(=O)OCCCC)CC1=CC(=NC=C1)C